trans-5-benzyl-N-(4-methyl-3-oxo-1,1a,2,3,4,8b-hexahydrobenzo[b]cycloprop[d]azepin-2-yl)-4H-1,2,4-triazole-3-carboxamide C(C1=CC=CC=C1)C=1NC(=NN1)C(=O)NC1C2C(C3=C(N(C1=O)C)C=CC=C3)C2